FC=1C=CN2N=C(N=C(C21)NC2C(C1CCC2CC1)C(=O)O)C1=CNC2=NC=C(C=C21)F 3-((5-fluoro-2-(5-fluoro-1H-pyrrolo[2,3-b]pyridin-3-yl)pyrrolo[2,1-f][1,2,4]triazin-4-yl)amino)bicyclo[2.2.2]octane-2-carboxylic acid